ClC=1C=CC=C(C(=O)O)C1 5-chloro-benzoic acid